(S)-3-amino-N-((6-(3,4-dimethylpiperazin-1-yl)pyridin-2-yl)methyl)-6-(3-methylimidazo[1,2-a]pyridin-6-yl)-5-(oxazol-2-yl)pyrazine-2-carboxamide NC=1C(=NC(=C(N1)C=1OC=CN1)C=1C=CC=2N(C1)C(=CN2)C)C(=O)NCC2=NC(=CC=C2)N2C[C@@H](N(CC2)C)C